tert-butyl N-[4-[[4-[3-(2,6-dioxo-3-piperidyl)-1-methyl-indazol-6-yl]piperazin-1-yl]methyl]cyclohexyl]carbamate O=C1NC(CCC1C1=NN(C2=CC(=CC=C12)N1CCN(CC1)CC1CCC(CC1)NC(OC(C)(C)C)=O)C)=O